C[Si](CCOC(NCCCN([C@H](C(C)(C)C)C=1N(C=C(C1)C1=C(C=CC(=C1)F)F)CC1=CC=CC=C1)C(C1=CC=C(C=C1)NC([C@@H](N)C)=O)=O)=O)(C)C 2-(trimethylsilyl)ethyl-[3-([4-(L-alanylamino)benzoyl]{(1R)-1-[1-benzyl-4-(2,5-difluorophenyl)-1H-pyrrol-2-yl]-2,2-dimethylpropyl}amino)propyl]carbamate